CC(C=CC=O)CC=C 3-methyl-formyl-1,5-hexadiene